Cl.C(CCCCCCCCCC)C=1NCCN1 2-undecyl-imidazoline hydrochloride